C(C)OC(=O)C=1C2=C(N=C(C1)O)NN=C2 6-hydroxy-1H-pyrazolo[3,4-b]pyridine-4-carboxylic acid ethyl ester